ClC=1C=C(C=CC1)C=1N=C(N(C1)COCC[Si](C)(C)C)C(=O)OCC ethyl 4-(3-chlorophenyl)-1-((2-(trimethylsilyl) ethoxy) methyl)-1H-imidazole-2-carboxylate